4-(3-{5-[(R)-(1,3-Dimethyl-azetidin-3-yl)-hydroxy-(4-isopropyl-phenyl)-methyl]-pyridin-3-yl}-[1,2,4]oxadiazol-5-yl)-4-methyl-pyrrolidin-2-one CN1CC(C1)(C)[C@@](C=1C=C(C=NC1)C1=NOC(=N1)C1(CC(NC1)=O)C)(C1=CC=C(C=C1)C(C)C)O